N-(4-hydroxyphenyl)-1,2-dimethyl-5-[7-[(3R)-3-methyl-3,4-dihydro-1H-isoquinoline-2-carbonyl]-2-(2-phenylacetyl)-3,4-dihydro-1H-isoquinolin-6-yl]pyrrole-3-carboxamide OC1=CC=C(C=C1)NC(=O)C1=C(N(C(=C1)C=1C=C2CCN(CC2=CC1C(=O)N1CC2=CC=CC=C2C[C@H]1C)C(CC1=CC=CC=C1)=O)C)C